C1(=CC=CC2=CC=CC=C12)N1CC=2N=CN=C(C2CC1)N1C[C@@H](NCC1)CC#N 2-[(2S)-4-[7-(1-naphthyl)-6,8-dihydro-5H-pyrido[3,4-d]pyrimidin-4-yl]piperazin-2-yl]acetonitrile